methyl 6-formyl-5-methylimidazo[1,2-a]pyridine-8-carboxylate C(=O)C=1C=C(C=2N(C1C)C=CN2)C(=O)OC